3-{[5-(3-fluorophenyl)pyrazin-2-yl]amino}-N-[(5-methylfuran-2-yl)methyl]benzamide FC=1C=C(C=CC1)C=1N=CC(=NC1)NC=1C=C(C(=O)NCC=2OC(=CC2)C)C=CC1